C(C)(C)(C)OC(NCCCCNC1=C(C(=NC2=CC(=CC=C12)Br)Cl)NC(COCC)=O)=O N-(4-{[7-bromo-2-chloro-3-(2-ethoxyacetamido)quinolin-4-yl]amino}butyl)carbamic acid tert-butyl ester